O=C([C@H](O)[C@@H](O)[C@H](O)[C@H](O)CO)[O-].[Mn+2].O=C([C@H](O)[C@@H](O)[C@H](O)[C@H](O)CO)[O-] Manganous gluconate